2-cyano-1-(2-(dimethylamino)-3-(4-hydroxyphenyl)propyl)-3-(2-methoxyphenyl)guanidine C(#N)N=C(NCC(CC1=CC=C(C=C1)O)N(C)C)NC1=C(C=CC=C1)OC